C(C)(C)(C)OC(=O)NC=1C=C(C=C2C=C(N=NC12)NC(OC(C)C)=O)C=1C=NN(C1)C isopropyl N-[8-(tert-butoxycarbonylamino)-6-(1-methylpyrazol-4-yl)cinnolin-3-yl]carbamate